2-methylamino-4-benzylamino-6-chloro-1,3,5-triazine CNC1=NC(=NC(=N1)NCC1=CC=CC=C1)Cl